FC=1C=C(C=CC1F)CC(=O)NC1=CC(=C(C=C1)N1N=CC(=C1)C(F)(F)F)S(N)(=O)=O 2-(3,4-difluorophenyl)-N-{3-sulfamoyl-4-[4-(trifluoromethyl)-1H-pyrazol-1-yl]phenyl}acetamide